1-azido-2-bromo-4-Chlorobenzene N(=[N+]=[N-])C1=C(C=C(C=C1)Cl)Br